(4E)-bicyclo[6.1.0]non-4-ene C12CC\C=C\CCC2C1